OC=1C=C(C2=CC=CC=C2C1)C1C(CC=2C(=NC=NC2C1)N1CCN(CC1)C(C=C)=O)C(C)C 1-(4-(7-(3-hydroxynaphthalen-1-yl)-6-isopropyl-5,6,7,8-tetrahydroquinazolin-4-yl)piperazin-1-yl)prop-2-en-1-one